[Mn].[Mg] magnesium-manganese